FC(C(=O)N1CCC(CC1)COC=1C(C=C(OC1)CN1CC2=CC=CC=C2C1)=O)(C)F 5-((1-(2,2-difluoropropionyl)piperidin-4-yl)methoxy)-2-(isoindolin-2-ylmethyl)-4H-pyran-4-one